FC1=C(C(=O)NC2=CC=C(C=C2)F)C(=CC(=C1)[N+](=O)[O-])F 2,6-difluoro-N-(4-fluorophenyl)-4-nitro-benzamide